7-Isopropoxy-2-(3-methoxypropyl)-N-(6-methoxypyridin-2-yl)imidazo[1,2-a]Pyridine-6-carboxamide C(C)(C)OC1=CC=2N(C=C1C(=O)NC1=NC(=CC=C1)OC)C=C(N2)CCCOC